5-(2-oxopropanamido)-N-phenylpentanamide O=C(C(=O)NCCCCC(=O)NC1=CC=CC=C1)C